decyl tetradecanoate C(CCCCCCCCCCCCC)(=O)OCCCCCCCCCC